2-methoxy-4-[(2-oxo-3-{[4-hydroxy-3-(methyloxy)phenyl]methylidene}cyclohexylidene)methyl]phenolate COC1=C(C=CC(=C1)C=C1C(C(CCC1)=CC1=CC(=C(C=C1)O)OC)=O)[O-]